CN1C(=NN=C1)C=1C=NC=CC1C=1C=C(N)C=CC1 3-(3-(4-methyl-4H-1,2,4-triazol-3-yl)pyridin-4-yl)aniline